ClC=1C=C2C=CN(C2=C(C1)C1=C2C(=NC=C1)C=C(S2)CN2C(C1C(C1C2=O)(C)C)=O)CC2(CCN(CC2)C)C#N 4-((5-chloro-7-(2-((6,6-dimethyl-2,4-dioxo-3-azabicyclo[3.1.0]hexan-3-yl)methyl)thieno[3,2-b]pyridin-7-yl)-1H-indol-1-yl)methyl)-1-methylpiperidine-4-carbonitrile